C1(C(NNNNCCCCCC1)(CC(=O)O)CC(=O)O)(CC(=O)O)CC(=O)O tetraazacycloDOdecan-TetraAcetic acid